2-chloro-4-[[4-[[(1S)-2-hydroxy-1-phenyl-ethyl]amino]-5-(5-methyl-1,3,4-thiadiazol-2-yl)pyrimidin-2-yl]amino]-N-methyl-benzamide ClC1=C(C(=O)NC)C=CC(=C1)NC1=NC=C(C(=N1)N[C@H](CO)C1=CC=CC=C1)C=1SC(=NN1)C